C(C1=CC=CC=C1)O[C@H]1[C@H]([C@@H]([C@H](O[C@@H]1OC1=CC=C(C=C1)[N+](=O)[O-])CC(F)(F)P(O)(O)=O)O)O (2-((2R,3S,4S,5S,6R)-5-(benzyloxy)-3,4-dihydroxy-6-(4-nitrophenoxy)tetrahydro-2H-pyran-2-yl)-1,1-difluoroethyl)phosphonic acid